N-((S)-(4,4-difluorocyclohexyl)(5-((S)-2-methoxy-1-((S)-2-oxo-4-(trifluoromethyl)imidazolidin-1-yl)ethyl)benzo[d]oxazol-2-yl)methyl)-4-ethyloxazole-5-carboxamide FC1(CCC(CC1)[C@H](NC(=O)C1=C(N=CO1)CC)C=1OC2=C(N1)C=C(C=C2)[C@@H](COC)N2C(N[C@@H](C2)C(F)(F)F)=O)F